O[C@@H]1[C@H](C=C2CC[C@H]3[C@@H]4CC[C@@H]([C@@]4(C)CC[C@@H]3[C@]2(C1)C)O)O 2β,3α,17β-trihydroxyandrost-4-ene